ClC1=NC=2N(C(=C1)N1CC(C(C1)(C)C)(F)F)N=CC2F 5-chloro-7-(3,3-difluoro-4,4-dimethylpyrrolidin-1-yl)-3-fluoropyrazolo[1,5-a]pyrimidine